bis(4,6,8-trimethyl-1,2,3-trihydro-s-indacen-5-yl)hafnium CC1C=2CCCC2C(=C2C=C(C(=C12)[Hf]C1=C2C(C=3CCCC3C(=C2C=C1C)C)C)C)C